CN1N=CC(=C1)C1=NN2C(=NC=3C=C(C=CC3C2=N1)C(F)(F)F)N[C@H]1C(NCCCC1)=O (3R)-3-{[2-(1-methyl-1H-pyrazol-4-yl)-8-(trifluoromethyl)[1,2,4]triazolo[1,5-c]quinazolin-5-yl]amino}azepan-2-one